C(C)(C)(C)O[Si](O)(OC(C)(C)C)OC(C)(C)C tris(tert-butoxy)silanol